CN1C(C(=CC2=C(N=C(C=C12)N1CCOCC1)C1=CN(C(C=2C=C(N=CC12)C=1C=CC(=NC1)C(=O)O)=O)C)C)=O 5-(8-(1,3-dimethyl-7-morpholino-2-oxo-1,2-dihydro-1,6-naphthyridin-5-yl)-6-methyl-5-oxo-5,6-dihydro-2,6-naphthyridin-3-yl)picolinic acid